2-(1-methyl-1H-indol-3-yl)pent-4-enamide CN1C=C(C2=CC=CC=C12)C(C(=O)N)CC=C